ClC1=CC=C(C=C1)C1=C(C(=CC(=C1)[N+](=O)[O-])C)O 2-(4-chlorophenyl)-6-methyl-4-nitrophenol